C(C1=CC=CC=C1)OC1CN(CC1)C(C#CC([O-])=S)(C)C (3-(benzyloxy)-1-pyrrolidinyl)-4-methylpent-2-ynethioate